5-(4-((5-chloro-8-fluoro-3-methyl-2,4-dioxo-1,2,3,4-tetrahydroquinazolin-7-yl)methyl)piperazin-1-yl)-N,6-dimethylpicolinamide ClC1=C2C(N(C(NC2=C(C(=C1)CN1CCN(CC1)C=1C=CC(=NC1C)C(=O)NC)F)=O)C)=O